N[C@H]1CS(C2=C(N(C1=O)CC1=CC=C(C=C1)OC(C(F)F)(F)F)C=C(C(=C2)F)C2=NOC(=N2)C21CNCC(C2)C1)=O (3R)-3-amino-7-[5-(3-azabicyclo[3.1.1]heptan-1-yl)-1,2,4-oxadiazol-3-yl]-8-fluoro-1-oxo-5-[[4-(1,1,2,2-tetrafluoroethoxy)phenyl]methyl]-2,3-dihydro-1λ4,5-benzothiazepin-4-one